C1(=CC=C(C=C1)C=1C(=NC2=CC=CC=C2N1)S)C 3-(p-tolyl)quinoxaline-2-thiol